O1C2=CC=C1C(=O)OCCCCOC2=O 1,4-butylene furan-2,5-dicarboxylate